N,N-dimethylaminocarboxylic acid 4-chloro-2-fluorophenyl ester ClC1=CC(=C(C=C1)OC(=O)N(C)C)F